COC(=O)C=1C=CC2=C(N(C(=N2)CC2=C(C=C(C=C2)C2=NC(=CC(=C2)C(=O)OC(C)(C)C)OCC2=C(C=C(C=C2)C#N)F)F)CCOC)C1 2-(4-(4-(tert-Butoxycarbonyl)-6-((4-cyano-2-fluorobenzyl)oxy)pyridin-2-yl)-2-fluorobenzyl)-1-(2-methoxyethyl)-1H-benzo[d]Imidazole-6-carboxylic acid methyl ester